3-methoxy-4-[(3-{4-[(2-methoxyethyl)amino]-1-(2,2,2-trifluoroethyl)-1H-indol-2-yl}prop-2-yn-1-yl)amino]benzene-1-sulfonamide COC=1C=C(C=CC1NCC#CC=1N(C2=CC=CC(=C2C1)NCCOC)CC(F)(F)F)S(=O)(=O)N